CC(=CCCCCC)CC methylethyl-1-heptene